C(C(=O)[O-])(=O)[O-].C(C)[N+](CC)(CC)CC.[Mn+] manganese tetraethylammonium oxalate